(2-amino-3-(3-(4-((4,6-difluoropyridin-2-yl)oxy)benzyl)isoxazol-5-yl)pyridin-1-ium-1-yl)methyl hydrogen phosphate P(=O)(OC[N+]1=C(C(=CC=C1)C1=CC(=NO1)CC1=CC=C(C=C1)OC1=NC(=CC(=C1)F)F)N)(O)[O-]